N-[2-(3,3-difluoropyrrolidin-1-yl)-4-(2-fluoro-phenyl)-3-pyridyl]-5,7-dihydropyrrolo[3,4-b]pyridine-6-carboxamide FC1(CN(CC1)C1=NC=CC(=C1NC(=O)N1CC2=NC=CC=C2C1)C1=C(C=CC=C1)F)F